CS(=O)(=O)[O-] METHANE-SULFONATE